C(#N)C=C(C1=CC(=CC=C1)Br)B1OC(C)(C)C(C)(C)O1 2-cyano-1-(3-bromophenyl)vinylboronic acid pinacol ester